CC(C(CCCC)(CCC)CC)CCC(CCCC)C 6,9-dimethyl-5-ethyl-5-propyl-tridecane